C(C)(C)(C)OC(=O)N1C[C@H]([C@@H](CC1)N)F trans-tert-butyl-4-amino-3-fluoropiperidine-1-carboxylate